C(C)(C)(C)OC(=O)N1C[C@H](CC1)NC(=O)C1=CN=C2N1N=C(C=C2)N2[C@H](CCC2)C2=C(C=CC(=C2)F)SC (3S)-3-{6-[(2R)-2-[5-fluoro-2-(methylsulfanyl)phenyl]pyrrolidin-1-yl]imidazo[1,2-b]pyridazin-3-amido}pyrrolidine-1-carboxylic acid tert-butyl ester